ClC1=C(C=CC=C1N1C(NC2=NC(=CN=C2C1=O)Cl)=O)NC(=O)C1=NC=NC=C1 N-(2-chloro-3-(7-chloro-2,4-dioxo-1,2-dihydropteridine-3(4H)-yl)phenyl)pyrimidine-4-carboxamide